CC1(OC[C@@H](O1)C1C([C@@H]2[C@@H](OC(O2)(C)C)O1)=O)C (3aR,6aS)-5-((R)-2,2-dimethyl-1,3-dioxolan-4-yl)-2,2-dimethyldihydrofuro[2,3-d][1,3]dioxol-6(3aH)-one